ClC1=NC=NC=C1C1(CC1)C(=O)O 1-(4-chloropyrimidin-5-yl)cyclopropane-1-carboxylic acid